FC1(CCC(CC1)C1=NC=NC(=C1C(=O)NC=1C=NC(=C(C1)F)OC)C1=C(C=CC(=C1)F)F)F 4-(4,4-difluorocyclohexyl)-6-(2,5-difluorophenyl)-N-(5-fluoro-6-methoxypyridin-3-yl)pyrimidine-5-carboxamide